BrC1=CC(=NC=C1)C1C(CCC=C1)=O (4-bromopyridin-2-yl)cyclohex-3-en-1-one